(6-methyl-7-(4-(piperazin-1-yl)phenyl)imidazo[1,2-b]pyridazin-3-yl)-1,8-naphthyridine CC=1C(=CC=2N(N1)C(=CN2)C2=NC1=NC=CC=C1C=C2)C2=CC=C(C=C2)N2CCNCC2